ClC=1C=C(C=C(C1)Cl)C1NC[C@H](N(C1)C(=O)C1(CC1)C(F)(F)F)C ((2R)-5-(3,5-dichlorophenyl)-2-methylpiperazin-1-yl)(1-(trifluoromethyl)cyclopropyl)methanone